6-propoxyquinoline-4-carboxylic acid methyl ester COC(=O)C1=CC=NC2=CC=C(C=C12)OCCC